FC1=C(C(=O)O)C=C(C=C1)OC 2-fluoro-5-anisic acid